NC(=O)C=1C(=C(C=CC1)S(=O)(=O)N)F (aminocarbonyl)-2-fluorobenzenesulfonamide